3-[N-(1-naphthyl)-N-(9-phenylcarbazol-3-yl)-amino]-9-phenylcarbazole C1(=CC=CC2=CC=CC=C12)N(C=1C=CC=2N(C3=CC=CC=C3C2C1)C1=CC=CC=C1)C=1C=CC=2N(C3=CC=CC=C3C2C1)C1=CC=CC=C1